1,8-dihydroxy-2-acetyl-3-methyl-6-methoxynaphthalene OC1=C(C(=CC2=CC(=CC(=C12)O)OC)C)C(C)=O